1-((1-(cyanomethyl)cyclopropyl)methyl)-2-((4-(6-((4-(Cyclopropanecarbonyl)-2-fluorobenzyl)oxy)pyridin-2-yl)piperidin-1-yl)methyl)-1H-benzo[d]imidazole-6-carboxylic acid methyl ester COC(=O)C=1C=CC2=C(N(C(=N2)CN2CCC(CC2)C2=NC(=CC=C2)OCC2=C(C=C(C=C2)C(=O)C2CC2)F)CC2(CC2)CC#N)C1